ClC=1C(=NC=CC1)C=1C=NNC1 chloro-2-(1H-pyrazol-4-yl)pyridine